C1(CC1)C1=NC=NC(=C1C1=C(C(=C(C=N1)C=O)NCC1=CC=C(C=C1)C=1N(C=C(N1)C(F)(F)F)C)F)OC 6-(4-cyclopropyl-6-methoxypyrimidin-5-yl)-5-fluoro-4-[({4-[1-methyl-4-(trifluoromethyl)imidazol-2-yl]phenyl}methyl)amino]pyridine-3-carbaldehyde